BrC1=CC=CC(=N1)OCCOC=1C=C(C=CC1)C#CC1=C2C=C(N=CC2=C(N=C1)NC)NC(=O)C1CC1 N-(5-((3-(2-((6-bromopyridin-2-yl)oxy)ethoxy)phenyl)ethynyl)-8-(methylamino)-2,7-naphthyridin-3-yl)cyclopropanecarboxamide